(S)-1-(3,5-difluorophenyl)-5,5-difluoro-3-(methylsulfonyl)-2-(trifluoromethyl)-4,5,6,7-tetrahydro-1H-indol-4-ol FC=1C=C(C=C(C1)F)N1C(=C(C=2[C@@H](C(CCC12)(F)F)O)S(=O)(=O)C)C(F)(F)F